(S)-2-((((9H-fluoren-9-yl)methoxy)carbonyl)amino)-3-(4-(2-oxo-1,2,3,4-tetrahydroquinolin-6-yl)phenyl)propanoic acid C1=CC=CC=2C3=CC=CC=C3C(C12)COC(=O)N[C@H](C(=O)O)CC1=CC=C(C=C1)C=1C=C2CCC(NC2=CC1)=O